FC1=CC=C(C=C1)CC(C(=O)N1CC2=CC=CC=C2CC1)(OC1CCN(CC1)C)C 4-fluorophenyl-(3,4-dihydroisoquinolin-2(1H)-yl)-2-methyl-2-(1-methylpiperidin-4-yloxy)propan-1-one